7-Chloro-8-methyl-5-(o-Tolyl)Imidazolo[1,2-a]Quinoxaline-4(5H)-on ClC=1C=C2N(C(C=3N(C2=CC1C)C=CN3)=O)C3=C(C=CC=C3)C